BrC=1C=2C3=C(N(C(C2C=C(C1)C)=O)CCCO)N(N=C3)CC3=CC=C(C=C3)OC 9-bromo-4-(3-hydroxypropyl)-3-(4-methoxybenzyl)-7-methyl-3,4-dihydro-5H-pyrazolo[3,4-c]isoquinolin-5-one